N1=C(C=CC=C1)CC1=NN=NN1CC1=CC=C(C=C1)C(=O)NO 4-[[5-(2-pyridylmethyl)tetrazol-1-yl]methyl]benzenecarbohydroxamic acid